(R)-2-(Benzyl(((1s,4S)-4-methoxycyclohexyl)methyl)amino)-1-(5-fluoropyridin-3-yl)ethan-1-ol C(C1=CC=CC=C1)N(C[C@H](O)C=1C=NC=C(C1)F)CC1CCC(CC1)OC